O=S1(CC2(C1)CN(C2)CC2=CC(=C1CN(C(C1=C2)=O)C2=CC(=CC=C2)C2(COC2)[C@@H](C2=NN=CN2C)F)C(F)(F)F)=O (S)-6-((2,2-dioxido-2-thia-6-azaspiro[3.3]heptan-6-yl)methyl)-2-(3-(3-(fluoro(4-methyl-4H-1,2,4-triazol-3-yl)methyl)oxetan-3-yl)phenyl)-4-(trifluoromethyl)isoindolin-1-one